C(O)C(C)(CCCCC)CO 2,2-dimethylolheptane